5-(4-morpholinylbutyl)-1,3,4-thiadiazole-2-carbaldehyde N1(CCOCC1)CCCCC1=NN=C(S1)C=O